FC12C(CN(CC1)CC2)N 4-Fluoroquinuclidin-3-amine